C(C)(=O)OCCC(CCC)C 3-METHYLHEXYL ACETATE